FC(F)SC=1C=C(C=NC1)N1C(C(C2=CC(=CC=C12)C(=O)NC1(CS(C1)(=O)=O)C)(C)C)=O 1-[5-(difluoromethylsulfanyl)-3-pyridinyl]-3,3-dimethyl-N-(3-methyl-1,1-dioxo-thietan-3-yl)-2-oxo-indoline-5-carboxamide